C(CCCCCCCCCCCCCCCCC)O[Si](C)(C)C Stearoxytrimethylsilane